Methyl-N-cyclopropylmethylcarbamic acid benzyl ester C(C1=CC=CC=C1)OC(N(CC1CC1)C)=O